tris(p-trifluoromethylphenyl)phosphonium tert-butyl-4-[7-(7-cyano-2-methylindazol-5-yl)-5-fluoro-4-oxoquinazolin-3-yl]piperidine-1-carboxylate C(C)(C)(C)OC(=O)N1CCC(CC1)N1C=NC2=CC(=CC(=C2C1=O)F)C1=CC2=CN(N=C2C(=C1)C#N)C.FC(C1=CC=C(C=C1)[PH+](C1=CC=C(C=C1)C(F)(F)F)C1=CC=C(C=C1)C(F)(F)F)(F)F